NC1=NC=2C=C(C(=CC2C2=C1COC2)C(=O)N2[C@H](COC[C@H]2C)C=2N=NC(=CC2)OC(F)F)F (4-amino-7-fluoro-1,3-dihydrofuro[3,4-c]quinolin-8-yl)((3S,5R)-3-(6-(difluoromethoxy)-3-pyridazinyl)-5-methyl-4-morpholinyl)methanone